tert-Butyl 1-(6-(2-amino-4-nitrophenyl)-3-chloropyridazin-4-yl)but-3-enylcarbamate NC1=C(C=CC(=C1)[N+](=O)[O-])C1=CC(=C(N=N1)Cl)C(CC=C)NC(OC(C)(C)C)=O